diazo(2-amidinopropane) dihydrochloride Cl.Cl.[N+](=[N-])=CC(C)C(N)=N